diisopropyl 4-methyl-2,6-dioxopimelate CC(CC(C(=O)OC(C)C)=O)CC(C(=O)OC(C)C)=O